C(\C=C\C(=O)OC[Si](O)(O)O)(=O)OC methyl ((trihydroxysilyl)methyl) fumarate